C(CCCC(C)C)NCCCCC(C)C di-isoheptyl-amine